6-(4-methoxypyridin-3-yl)-4-methyl-1-(4-((2R,3S)-2-methyl-3-((methylsulfonyl)methyl)azetidin-1-yl)-6-(tetrahydro-2H-pyran-4-yl)pyridin-2-yl)-1H-pyrazolo[4,3-c]pyridine COC1=C(C=NC=C1)C1=CC2=C(C(=N1)C)C=NN2C2=NC(=CC(=C2)N2[C@@H]([C@H](C2)CS(=O)(=O)C)C)C2CCOCC2